CN(CCC1=NN=C(S1)N)C 5-(2-(dimethylamino)ethyl)-1,3,4-thiadiazol-2-amine